C(C=C)C(C(=O)OCC)(C(=O)OCC)CC=C diethyl diallylmalonate